3-[[4-hydroxy-1-[(3R,4R)-1-[2-(6-methyl-3-pyridyl)thiazole-5-carbonyl]-3-phenyl-piperidine-4-carbonyl]-4-piperidinyl]methyl]-7-phenyl-pyrrolo[2,3-d]pyrimidin-4-one OC1(CCN(CC1)C(=O)[C@H]1[C@@H](CN(CC1)C(=O)C1=CN=C(S1)C=1C=NC(=CC1)C)C1=CC=CC=C1)CN1C=NC2=C(C1=O)C=CN2C2=CC=CC=C2